5-(α-naphthyl)-bicyclo[2.2.1]hept-2-ene C1(=CC=CC2=CC=CC=C12)C1C2C=CC(C1)C2